C(CC)C(CO)CCC(C)C 2-Propyl-5-methylhexanol